1-(((1s,3s)-3-((tert-butyldiphenylsilyl)oxy)cyclobutyl)methyl)-4-(2,3-dichloro-6-((2-(trimethylsilyl)ethoxy)methoxy)phenyl)pyrrolidine-2-thione [Si](C1=CC=CC=C1)(C1=CC=CC=C1)(C(C)(C)C)OC1CC(C1)CN1C(CC(C1)C1=C(C(=CC=C1OCOCC[Si](C)(C)C)Cl)Cl)=S